FC1(CC(N(C1)C(CNC(C1=CC=C(C=C1)OC1=CC=CC=C1)=O)=O)C(=O)O)COC 4-fluoro-4-(methoxymethyl)-1-((4-phenoxybenzoyl)glycyl)pyrrolidine-2-carboxylic acid